CN1C=C(C(C2=CC=CC=C12)=O)CN([C@@H]1CN(CCC1)C=1C=C(C=CC1)NC(OC(C)(C)C)=O)CC1=CC(=NC=C1)C tert-butyl N-{3-[(3S)-3-{[(1-methyl-4-oxo-1,4-dihydroquinolin-3-yl)methyl][(2-methylpyridin-4-yl)methyl]amino}piperidin-1-yl]phenyl}carbamate